5-(piperidin-4-yl)-4-((6-(trifluoromethyl)pyridin-3-yl)oxy)pyrimidine N1CCC(CC1)C=1C(=NC=NC1)OC=1C=NC(=CC1)C(F)(F)F